C1(CCCC1)C=1N(C=C(N1)C=1C=C(C(=NC1)N)OC(F)(F)F)C12CC(C1)(C2)N2CCOCC2 5-(2-cyclopentyl-1-(3-morpholinobicyclo-[1.1.1]pentan-1-yl)-1H-imidazol-4-yl)-3-(trifluoromethoxy)-pyridin-2-amine